FC(C(CC(F)(F)F)O)(F)F 1,1,1,4,4,4-hexafluoro-2-butanol